COCCOCC=1C=C2C=C(NC2=C(C1)NC1CCOCC1)C1=CC=C(C=C1)C#CC(C)(O)C 4-(4-(5-((2-methoxyethoxy)methyl)-7-((tetrahydro-2H-pyran-4-yl)amino)-1H-indol-2-yl)phenyl)-2-methylbut-3-yn-2-ol